C1(=CC=C(C=C1)CNC([C@H](C1=CC=CC=C1)NC(OC(C)(C)C)=O)=O)CNC([C@H](C1=CC=CC=C1)NC(OC(C)(C)C)=O)=O di-tert-butyl ((1S,1'S)-((1,4-phenylenebis(methylene))bis(azanediyl))bis(2-oxo-1-phenylethane-2,1-diyl))dicarbamate